CS(=O)(=O)CCCC(=O)O 4-methylsulfonylbutyric acid